2-amino-3-[4-(2,3-dimethylpyridin-4-yl)phenyl]propionic acid methyl ester COC(C(CC1=CC=C(C=C1)C1=C(C(=NC=C1)C)C)N)=O